2-(2'-hydroxy-3'-t-butyl-5'-methylphenyl)-5-chloro-2H-benzotriazole OC1=C(C=C(C=C1C(C)(C)C)C)N1N=C2C(=N1)C=CC(=C2)Cl